FC=1C(=CC(=C(C(=O)NC2=C(C=CC=C2)C(F)(F)F)C1)O[C@H](C(F)(F)F)C)N1N=C2N(CCCC2)C1=O 5-fluoro-4-(3-oxo-5,6,7,8-tetrahydro[1,2,4]triazolo[4,3-a]pyridin-2(3H)-yl)-N-[2-(trifluoromethyl)phenyl]-2-{[(2S)-1,1,1-trifluoropropan-2-yl]oxy}benzamide